CNCCN1N=C(C=C1)C=1C=NC2=CC=C(N=C2C1)C=1C(=NNC1)C1=NC(=CC=C1)C N-methyl-2-[3-[6-[3-(6-methyl-2-pyridyl)-1H-pyrazol-4-yl]-1,5-naphthyridin-3-yl]pyrazol-1-yl]ethanamine